BrC=1SC2=C(N1)C=CC(=C2)C#N 2-bromobenzo[d]thiazole-6-carbonitrile